ClC=1C(=NN2C1C(NC(C2)(C)C)=O)B2OC(C(O2)(C)C)(C)C 3-chloro-6,6-dimethyl-2-(4,4,5,5-tetramethyl-1,3,2-dioxaborolan-2-yl)-5H,7H-pyrazolo[1,5-a]pyrazin-4-one